N-(2-ethylhexyl)-2-methyl-3-hydroxypyridin-4-one C(C)C(CN1C(=C(C(C=C1)=O)O)C)CCCC